Cl.CC1=CC=C(CNO)C=C1 N-(4-methylbenzyl)hydroxylamine hydrochloride